ClC1=C(C=CC=C1)[C@H]1CCC=2N1N=C(N2)S(=O)(=O)C(F)F (5R)-5-(2-chlorophenyl)-2-(difluoromethylsulfonyl)-6,7-dihydro-5H-pyrrolo[1,2-b][1,2,4]triazole